4-(4-acryloyl-piperazin-1-yl)-6-chloro-8-fluoro-7-(2-fluoro-6-hydroxyphenyl)quinazoline-2-carbonitrile C(C=C)(=O)N1CCN(CC1)C1=NC(=NC2=C(C(=C(C=C12)Cl)C1=C(C=CC=C1O)F)F)C#N